3-(1H-1,2,3-triazol-1-yl)aniline N1(N=NC=C1)C=1C=C(N)C=CC1